copper-zinc sulphide [S-2].[Zn+2].[Cu+2].[S-2]